FC1=CC(=C(OC2=C(C(=O)NC3=CC(=NC=C3[N+](=O)[O-])OC)C=CC(=C2)C(F)(F)F)C=C1)C 2-(4-fluoro-2-methylphenoxy)-N-(2-methoxy-5-nitropyridin-4-yl)-4-(trifluoromethyl)benzamide